The molecule is a hydrochloride obtained by reaction of (S,R,R,R)-nebivolol with one equivalent of hydrochloric acid. It contains a (S,R,R,R)-nebivolol(1+). It is an enantiomer of a (R,S,S,S)-nebivolol hydrochloride. C1CC2=C(C=CC(=C2)F)O[C@H]1[C@@H](CNC[C@H]([C@@H]3CCC4=C(O3)C=CC(=C4)F)O)O.Cl